C(N)(=O)C1(COC1)NC(=O)C=1N(N=C2C=CC(=CC12)OCC1=C(N=CS1)C)C N-(3-carbamoyloxetan-3-yl)-2-methyl-5-[(4-methyl-1,3-thiazol-5-yl)methoxy]-2H-indazole-3-carboxamide